2-chloro-9-(2,6-di(naphthalen-1-yl)phenyl)-9H-carbazole ClC1=CC=2N(C3=CC=CC=C3C2C=C1)C1=C(C=CC=C1C1=CC=CC2=CC=CC=C12)C1=CC=CC2=CC=CC=C12